N1=C(C=NC=C1)NC(=O)C1CC12CCN(CC2)C(=O)OC(C)(C)C tert-butyl 1-(pyrazin-2-ylcarbamoyl)-6-azaspiro[2.5]octane-6-carboxylate